Oxazole-4-carboxylic acid [3-(1-ethyl-8-oxo-spiro[6,7-dihydro-4H-pyrazolo[3,4-c]azepin-5,4'-tetrahydropyran]-3-yl)-2,2-dimethyl-propyl] ester C(C)N1N=C(C2=C1C(NCC1(CCOCC1)C2)=O)CC(COC(=O)C=2N=COC2)(C)C